8-bromo-2,2-dimethyl-2H-chromene-6-carbaldehyde BrC=1C=C(C=C2C=CC(OC12)(C)C)C=O